((S)-1-amino-1-oxo-3-((S)-2-oxopiperidin-3-yl)propan-2-yl)-6-(4-chloro-1H-indole-2-carbonyl)-6-azaspiro[3.4]octane-7-carboxamide NC([C@@H](C[C@H]1C(NCCC1)=O)C1CCC12CN(C(C2)C(=O)N)C(=O)C=2NC1=CC=CC(=C1C2)Cl)=O